7-chloro-6-(2-fluoro-6-hydroxyphenyl)-1-((3-hydroxyazetidin-3-yl)methyl)-4-(2-isopropyl-4-methylpyridin-3-yl)-1,4-dihydropyrido[2,3-b]pyrazine-2,3-dione ClC1=CC2=C(N(C(C(N2CC2(CNC2)O)=O)=O)C=2C(=NC=CC2C)C(C)C)N=C1C1=C(C=CC=C1O)F